8-(N-4-methylsalicyloyl)aminocaprylic acid CC=1C=C(C(C(=O)NCCCCCCCC(=O)O)=CC1)O